CC1=C(C=CC=C1OC([2H])([2H])[2H])C1N(CCC1)C(=O)OC(C)(C)C tert-Butyl 2-[2-methyl-3-(trideuteriomethoxy)phenyl]pyrrolidine-1-carboxylate